tert-butyl (2S)-1-[(2S,3S)-2-amino-3-methyl-pentanoyl]pyrrolidine-2-carboxylate N[C@H](C(=O)N1[C@@H](CCC1)C(=O)OC(C)(C)C)[C@H](CC)C